2-((6-chloropyridin-2-yl)oxy)-N-(3-iodobenzyl)-N-methylethan-1-amine ClC1=CC=CC(=N1)OCCN(C)CC1=CC(=CC=C1)I